2-{4-[(1-{[4-(propan-2-yl)phenyl]carbamoyl}-D-prolyl)amino]phenyl}pyrimidine-5-carboxylic acid CC(C)C1=CC=C(C=C1)NC(=O)N1[C@H](CCC1)C(=O)NC1=CC=C(C=C1)C1=NC=C(C=N1)C(=O)O